1-(3-chloro-4-(trifluoromethoxy)phenyl)-2-((triisopropylsilyl)ethynyl)-1H-benzo[d]imidazole-5-carboxylic acid ClC=1C=C(C=CC1OC(F)(F)F)N1C(=NC2=C1C=CC(=C2)C(=O)O)C#C[Si](C(C)C)(C(C)C)C(C)C